2-(3-(3,3-difluoro-1-((4-methyl-4H-1,2,4-triazol-3-yl)methyl)cyclobutyl)phenyl)-5-fluoro-4-(trifluoromethyl)-6-vinylisoindolin-1-one Methyl-(E)-3-(4-methoxy-2-methylphenyl)acrylate COC(\C=C\C1=C(C=C(C=C1)OC)C)=O.FC1(CC(C1)(CC1=NN=CN1C)C=1C=C(C=CC1)N1C(C2=CC(=C(C(=C2C1)C(F)(F)F)F)C=C)=O)F